N-(3-amino-6-(4-fluorophenyl)pyridin-2-yl)-6-((2-(4-methylpiperazin-1-yl)ethyl)amino)nicotinamide NC=1C(=NC(=CC1)C1=CC=C(C=C1)F)NC(C1=CN=C(C=C1)NCCN1CCN(CC1)C)=O